COC1CNCCC1O 3-methoxy-piperidin-4-ol